((1S,4R)-8-methyl-1,2,3,4-tetrahydro-1,4-Methylenebenzo[4,5]imidazo[1,2-a]pyridin-6-yl)carbamic acid tert-butyl ester C(C)(C)(C)OC(NC1=CC(=CC2=C1N=C1N2[C@H]2CC[C@@H]1C2)C)=O